Cl.CC1C2C3=CC=CC=C3C(C1C)N2 9,10-dimethyl-11-azatricyclo[6.2.1.02,7]Undec-2,4,6-triene hydrochloride